OCCN(CCCCCCCC(=O)OC(CCCCCCCCF)CCCCCCCC)CCCCCC(=O)OCCCCCCCCCCC 9-fluoro-1-octylnonyl 8-{(2-hydroxyethyl)[5-(undecyloxycarbonyl)pentyl]amino}octanoate